Phenyl-2,4,6-tri-O-acetyl-3-isothiocyanato-1,3-dideoxy-1-sulfonyl-β-D-glucopyranose tert-butyl-(2-(2-(4-aminophenoxy)ethoxy)ethyl)carbamate C(C)(C)(C)N(C(O)=O)CCOCCOC1=CC=C(C=C1)N.C1(=CC=CC=C1)[C@@]1(C(O[C@@H]([C@H]([C@@H]1N=C=S)OC(C)=O)COC(C)=O)=S(=O)=O)OC(C)=O